4-(4-(6-((1-carboxy-2-phenylethyl)carbamoyl)pyridin-3-yl)-1H-1,2,3-triazol-1-yl)benzoic acid C(=O)(O)C(CC1=CC=CC=C1)NC(=O)C1=CC=C(C=N1)C=1N=NN(C1)C1=CC=C(C(=O)O)C=C1